3-(2-hydroxyethyl)-2,3,4,5-tetrahydro-1H-naphtho[2,3-d]azepine-6,11-dione OCCN1CCC2=C(CC1)C(C1=CC=CC=C1C2=O)=O